COC1=NC=C(C(=N1)OC)C=1C=C(C=2N(N1)C=CN2)[C@@H]2[C@H](C2)C=2C=C(C(=O)OC)C=CC2 |r| racemic-methyl 3-((1S,2S)-2-(6-(2,4-dimethoxypyrimidin-5-yl)imidazo[1,2-b]pyridazin-8-yl)cyclopropyl)benzoate